3-({[(1R)-6-(benzenesulfonyl)-1,2,3,4-tetrahydronaphthalen-1-yl]methyl}amino)pyridine-4-carboxylic acid C1(=CC=CC=C1)S(=O)(=O)C=1C=C2CCC[C@H](C2=CC1)CNC=1C=NC=CC1C(=O)O